COC1=NN(C=C1C(=O)NC1=NC(=CC=C1)C=1N2C(=NN1)CC[C@@H]2C)C2=NON=C2 (S)-3-methoxy-N-(6-(5-methyl-6,7-dihydro-5H-pyrrolo[2,1-c][1,2,4]triazol-3-yl)pyridin-2-yl)-1-(1,2,5-oxadiazol-3-yl)-1H-pyrazole-4-carboxamide